biquinoline cobalt [Co].N1=C(C=CC2=CC=CC=C12)C1=NC2=CC=CC=C2C=C1